C(C(O)C)(=O)O.N1C=NC(=C1)CCNC(CC(=O)NCCC=1N=CNC1)=O N,N'-bis[2-(1H-imidazol-4-yl)ethyl]propanediamide lactate